vinylphosphonic acid dihydrogenester C(=C)P(O)(O)=O